1-((6-((3,4-dioxo-2-(phenylamino)cyclobut-1-en-1-yl)amino)pyridin-2-yl)methyl)-5,5-dimethyl-3-(4-((trifluoromethyl)thio)phenyl)imidazolidine-2,4-dione O=C1C(=C(C1=O)NC1=CC=CC(=N1)CN1C(N(C(C1(C)C)=O)C1=CC=C(C=C1)SC(F)(F)F)=O)NC1=CC=CC=C1